C(C=C)N1N(C2=NC(=NC=C2C1=O)SC)C1=NC=2C(CCCC2C=C1)(C)O 2-Allyl-1-(8-hydroxy-8-methyl-5,6,7,8-tetrahydroquinolin-2-yl)-6-(methylthio)-1,2-dihydro-3H-pyrazolo[3,4-d]pyrimidin-3-one